5-(4-nitro-1H-imidazol-1-yl)-1H-indol [N+](=O)([O-])C=1N=CN(C1)C=1C=C2C=CNC2=CC1